(2S,4R)-1-[(2S)-2-(4-cyclopropyltriazol-1-yl)-3,3-dimethyl-butanoyl]-4-hydroxy-N-[(1R,3R)-3-(4-methylpiperazin-1-yl)indan-1-yl]pyrrolidine-2-carboxamide C1(CC1)C=1N=NN(C1)[C@H](C(=O)N1[C@@H](C[C@H](C1)O)C(=O)N[C@@H]1C[C@H](C2=CC=CC=C12)N1CCN(CC1)C)C(C)(C)C